C(CCCCCN1C=NC=C1)N1C=NC=C1 1,1'-HEXANE-1,6-DIYLBIS(1H-IMIDAZOLE)